N-{6-[(2-amino-4-fluorophenyl)amino]-6-oxohexyl}-3-[4-(methylamino)phenyl]-1H-pyrazole-5-carboxamide NC1=C(C=CC(=C1)F)NC(CCCCCNC(=O)C1=CC(=NN1)C1=CC=C(C=C1)NC)=O